5-(cyclopropylmethyl)-N-(4-(5-((4-hydroxy-4-methylpentyl)oxy)-2-methylphenyl)pyridin-2-yl)-4H-1,2,4-triazole-3-carboxamide C1(CC1)CC=1NC(=NN1)C(=O)NC1=NC=CC(=C1)C1=C(C=CC(=C1)OCCCC(C)(C)O)C